3-isopropoxy-1-methyl-quinoxalin-2(1H)-one C(C)(C)OC=1C(N(C2=CC=CC=C2N1)C)=O